1-[4-(6-chloro-8-[(5-chloro-6-fluoro-1H-indazol-4-yl)oxy]-2-{[(2R,4R)-4-fluoro-1-methylpyrrolidin-2-yl]methoxy}pyrido[3,4-d]pyrimidin-4-yl)piperazin-1-yl]prop-2-en-1-one ClC1=CC2=C(N=C(N=C2N2CCN(CC2)C(C=C)=O)OC[C@@H]2N(C[C@@H](C2)F)C)C(=N1)OC1=C2C=NNC2=CC(=C1Cl)F